FC1=C(C(=C(C=C1C1=NN(C2=C1C=NC(=C2)N2CC1(C2)CCOCC1)C)C(F)(F)F)F)O 2,6-Difluoro-3-(1-methyl-6-(7-oxa-2-azaspiro[3.5]nonan-2-yl)-1H-pyrazolo[4,3-c]pyridin-3-yl)-5-(trifluoromethyl)phenol